4-methyl-benzenesulfonamide citrate C(CC(O)(C(=O)O)CC(=O)O)(=O)O.CC1=CC=C(C=C1)S(=O)(=O)N